CC1=C(C=C(C=C1O)CCCCCCC\C=C/C\C=C/CC=C)O 2-Methyl-5-[(8Z,11Z)-pentadeca-8,11,14-trienyl]benzene-1,3-diol